O1C2=C(OCC1)C=C(C=C2)NC(\C=C\C2=C(C=C(C=C2)N(C)C)OCCC)=O (E)-N-(2,3-dihydrobenzo[b][1,4]dioxin-6-yl)-3-(4-(dimethylamino)-2-propoxyphenyl)acrylamide